NC1=CC(=C(C=N1)C1=NC(=NC(=N1)N1CCOCC1)N1CCN(CC1)CC1CCN(CC1)C(CCCC(C=C(C)C)=O)=O)C(F)(F)F 1-(4-((4-(4-(6-amino-4-(trifluoromethyl)pyridin-3-yl)-6-morpholino-1,3,5-triazin-2-yl)piperazin-1-yl)methyl)piperidin-1-yl)-7-methyloct-6-ene-1,5-dione